1-(1-(3,4-difluorobenzyl)-6-(4-methoxy-5H-pyrrolo[3,2-d]pyrimidin-5-yl)-1H-imidazo[4,5-b]pyridin-2-yl)pyrrolidin-3-ol FC=1C=C(CN2C(=NC3=NC=C(C=C32)N3C=CC=2N=CN=C(C23)OC)N2CC(CC2)O)C=CC1F